Cl.ClC1=CC(=C(C=C1)C1=CC=C(C=C1)N1CCN(CC1)CC(C)C)N1CC(CCC1)N1N=CC(=C1C(F)F)C(=O)O 1-[1-{4-Chloro-4'-[4-(2-methylpropyl)piperazin-1-yl][1,1'-biphenyl]-2-yl}piperidin-3-yl]-5-(difluoromethyl)-1H-pyrazole-4-carboxylic acid hydrochloride